1-(ethylsulfonyl)-3-[4-(7H-pyrrolo[2,3-d]pyrimidine-4-yl)-1H-pyrazol-1-yl]-3-azetidineacetonitrile C(C)S(=O)(=O)N1CC(C1)(CC#N)N1N=CC(=C1)C=1C2=C(N=CN1)NC=C2